4-(5-(1-propenoylpyrrolidin-3-yl)pyrrolo[1,2-c]pyrimidin-7-yl)-N-(4-cyclopropylpyridin-2-yl)-3-fluorobenzamide C(C=C)(=O)N1CC(CC1)C=1C=C(N2C=NC=CC21)C2=C(C=C(C(=O)NC1=NC=CC(=C1)C1CC1)C=C2)F